N-[[5-[5-(difluoromethyl)-1,3,4-oxadiazol-2-yl]-2-pyridyl]methyl]-N-(4-fluorophenyl)-1-imino-1-oxo-1,4-thiazinan-4-sulfonamide FC(C1=NN=C(O1)C=1C=CC(=NC1)CN(S(=O)(=O)N1CCS(CC1)(=O)=N)C1=CC=C(C=C1)F)F